(S)-N-(2-Methoxy-5-(4-(trifluoromethyl)phenoxy)phenyl)-3-methyl-2-oxoimidazolidine-4-carboxamide COC1=C(C=C(C=C1)OC1=CC=C(C=C1)C(F)(F)F)NC(=O)[C@H]1N(C(NC1)=O)C